FC1=C(C=C(C=C1)C)NC(=O)C1=CC=CC2=CC(=CC=C12)B1OC(C(O1)(C)C)(C)C N-(2-fluoro-5-methylphenyl)-6-(4,4,5,5-tetramethyl-1,3,2-dioxaborolan-2-yl)-1-naphthalenecarboxamide